OC[C@H]1N(C=C(CC1)C1=CC=C(C=C1)C(F)(F)F)C(=O)OC(C)(C)C tert-butyl (S)-2-(hydroxymethyl)-5-(4-(trifluoromethyl)phenyl)-3,4-dihydropyridine-1(2H)-carboxylate